4-[(3S)-3-amino-3-methylpyrrolidin-1-yl]-6-cyano-5-(3,5-difluorophenyl)-N-[1-(pyrimidin-2-yl)ethyl]pyridine-3-carboxamide N[C@@]1(CN(CC1)C1=C(C=NC(=C1C1=CC(=CC(=C1)F)F)C#N)C(=O)NC(C)C1=NC=CC=N1)C